NC=1C2=C(N=CN1)N(C(=C2C2=CC(=C(C=C2)N=S(=O)(C)C)F)C2=CC=C(C=C2)C=C(C(=O)N)C)C (4-(4-amino-5-(4-((dimethyl-(oxo)-λ6-sulfanylidene)amino)-3-fluorophenyl)-7-methyl-7H-pyrrolo[2,3-d]pyrimidin-6-yl)phenyl)methacrylamide